ClC=1C=C2C(=CC1Cl)NC([C@]21CN(CC1)C(=O)C1CC=CC1)=O (3S)-5,6-dichloro-1'-(cyclopent-3-ene-1-carbonyl)-1H-spiro[indole-3,3'-pyrrolidin]-2-one